BrC(C1=CC=CC(=N1)C(=O)OC)C1=CC=C(C=C1)C(=O)OC(C)(C)C methyl 6-(bromo(4-(tert-butoxycarbonyl)phenyl)methyl)picolinate